(R)-1-phenyl-2-(p-tolyl)ethylamine C1(=CC=CC=C1)[C@@H](CC1=CC=C(C=C1)C)N